C(C=C)(=O)OC(CO)C 1-methyl-2-hydroxyethyl acrylate